(S)-(1-(2-chloro-6,7-dimethoxyquinazolin-4-yl)pyrrolidin-2-yl)methanol ClC1=NC2=CC(=C(C=C2C(=N1)N1[C@@H](CCC1)CO)OC)OC